FC1=C(C=C(C=C1C)NN)C (4-fluoro-3,5-dimethylphenyl)hydrazine